C(O)C1(N(C(N(C(N1CO)(N)CO)CO)(N)CO)CO)N (hexamethylol)-2,4,6-triamino-1,3,5-triazine